5-ethynyl-2-(4-((3-hydroxybenzyl)amino)phthalazin-1-yl)phenol C(#C)C=1C=CC(=C(C1)O)C1=NN=C(C2=CC=CC=C12)NCC1=CC(=CC=C1)O